O\C(=C(/C(C)C)\O)\C1=C(C=CC=C1)C(\C=C\C1=CC=CC=C1)=O (E)-1-[2-[(E)-1,2-Dihydroxy-3-methylbut-1-enyl]phenyl]-3-phenylprop-2-en-1-one